FC(C(=O)O)(F)F.BrC1=CC2=C(NC(=N2)C2=CC(=C(C=C2)OC)OC)C=C1C(F)(F)F 5-bromo-2-(3,4-dimethoxyphenyl)-6-(trifluoromethyl)-1H-benzo[d]imidazole 2,2,2-trifluoroacetate